C(C)(C)(C)OC(=O)N1CC(CCC1)C1=NC=CC(=C1)C=1C(=C(C=C(C1)F)C1=CC(=C(C=C1)N1C(N(C=C1)C)=O)Cl)OC 3-(4-(3'-chloro-5-fluoro-2-methoxy-4'-(3-methyl-2-oxo-2,3-dihydro-1H-imidazol-1-yl)-[1,1'-biphenyl]-3-yl)pyridin-2-yl)piperidine-1-carboxylic acid tert-butyl ester